4-(trans-4'-propylcyclohexyl)phenylsulfur trifluoride C(CC)[C@@H]1CC[C@H](CC1)C1=CC=C(C=C1)S(F)(F)F